carbonyl-(-)-(R)-tert-butyl-bis(tert-butyl)phosphine C(=O)=CC(C)(C)P(C(C)(C)C)C(C)(C)C